2-(1-isopentylthiononyl)-1,4,5,8-tetramethoxynaphthalene C(CC(C)C)SC(CCCCCCCC)C1=C(C2=C(C=CC(=C2C(=C1)OC)OC)OC)OC